2,2,2-trifluoroethyl 2-[isobutyl (o-tolylmethyl)amino]-2-oxo-acetate C(C(C)C)N(C(C(=O)OCC(F)(F)F)=O)CC1=C(C=CC=C1)C